C1(OC([C@H]2[C@@H]1CCC2)=O)=O (3aR,6aS)-tetrahydro-1H-cyclopenta[c]furan-1,3(3aH)-dione